((1R,3r,5S,6r)-6-(1-isopropyl-3-(3-(trifluoromethoxy)phenyl)-1H-1,2,4-triazol-5-yl)bicyclo[3.1.0]hexan-3-yl)-1,4-oxaazepane C(C)(C)N1N=C(N=C1C1[C@H]2CC(C[C@@H]12)C1OCCCNC1)C1=CC(=CC=C1)OC(F)(F)F